5-(2-(2-Chloropyridin-4-yl)-3-methylbutan-2-yl)-4-methyl-4H-1,2,4-triazole ClC1=NC=CC(=C1)C(C)(C(C)C)C=1N(C=NN1)C